C(C)(C)(C)OC(=O)N[C@@H](C(=O)OC)COC (R)-methyl 2-(t-butoxycarbonylamino)-3-methoxy-propionate